4-hydroxy-α-(trifluoromethyl)styrene OC1=CC=C(C(=C)C(F)(F)F)C=C1